CC1=CC=C(C=C1)S(=O)(=O)O.C1(C=2C(C(N1)=O)=CC=CC2)=O phthalimid p-toluenesulfonate